NC1=C(C=C(C(=C1)C(=O)O)N)C(=O)O 2,5-diamino-1,4-benzenedicarboxylic acid